3-[(1R,3R)-3-[1-[4-[[(1R)-1-(2,4-dichlorophenyl)ethyl]amino]-6-fluoro-quinazolin-2-yl]azetidin-3-yl]-1-piperidyl]-1-methyl-cyclobutanecarboxylic acid ClC1=C(C=CC(=C1)Cl)[C@@H](C)NC1=NC(=NC2=CC=C(C=C12)F)N1CC(C1)[C@@H]1CN(CCC1)C1CC(C1)(C(=O)O)C